4-(6-(methylcarbamoyl)-2-(trifluoromethyl)pyridin-3-yl)piperazine-1-carboxylic acid tert-butyl ester C(C)(C)(C)OC(=O)N1CCN(CC1)C=1C(=NC(=CC1)C(NC)=O)C(F)(F)F